Oxo-2-nonenal O=C(C=CC=O)CCCCC